butylethylmagnesium, magnesium salt [Mg].C(CCC)[Mg]CC